P(=O)(OCCCCS)([O-])[O-] mercaptobutyl phosphate